NC1=NC=CC=C1C1=NC=2C(=NC(=CC2)C2=CC=CC=C2)N1C1=CC=C(CN2CCC(CC2)NC2=NC(=NC=C2)C#N)C=C1 4-((1-(4-(2-(2-Aminopyridin-3-yl)-5-phenyl-3H-imidazo[4,5-b]pyridin-3-yl)benzyl)piperidin-4-yl)amino)pyrimidine-2-carbonitrile